6-allyl-4-[2,5-dimethoxy-4-(morpholine-4-carbonyl)phenyl]-2-methyl-1H-pyrrolo[2,3-c]pyridin-7-one C(C=C)N1C(C2=C(C(=C1)C1=C(C=C(C(=C1)OC)C(=O)N1CCOCC1)OC)C=C(N2)C)=O